BrC=1C(=C(C=CC1)C(\C=C\C1=C(C=C(C=C1)Cl)F)=O)O (E)-1-(3-bromo-2-hydroxy-phenyl)-3-(4-chloro-2-fluoro-phenyl)prop-2-en-1-one